CN1C(NC(C1=O)(C)C)=O 3,5,5-trimethylimidazolidine-2,4-dione